C(CCC)[Al](CCCC)CCCC tri(n-butyl)aluminum